OCCC1CCN(CC1)C(=O)N1CCCCC1 1-(4-(2-hydroxyethyl)piperidine-1-carbonyl)piperidin